[Co].C(C)(C)(C)C=1N=C(OC1)C1=NC(=CC(=C1)C(F)(F)F)C=1OC=C(N1)C(C)(C)C [2,6-bis[4-(R)-tert-butyl-2-oxazolyl]-4-trifluoromethylpyridine] cobalt